(S)-6-(5-amino-5,7-dihydrospiro[cyclopenta[b]pyridine-6,4'-piperidin]-1'-yl)-3-((2-aminopyrimidin-4-yl)thio)-1H-pyrazolo[3,4-d]pyrimidine-4-carboxamide N[C@@H]1C=2C(=NC=CC2)CC12CCN(CC2)C2=NC(=C1C(=N2)NN=C1SC1=NC(=NC=C1)N)C(=O)N